FC1=C(N=C2N1C=C(C=C2N2CCOCC2)C=2C=C(N)C=CC2C)C 3-[3-fluoro-2-methyl-8-(morpholin-4-yl)imidazo[1,2-a]pyridin-6-yl]-4-methylaniline